C1(=CC=CC=C1)OB(O)O Phenyloxyboronic acid